ClC1=CC(=C(C=C1S)N1C(N(C(N(C1=O)C)=S)C)=O)F 3-(4-chloro-2-fluoro-5-sulfanyl-phenyl)-1,5-dimethyl-6-thioxo-1,3,5-triazine-2,4-dione